methyl 6-fluoro-3-methylene-benzofuran-5-carboxylate FC1=CC2=C(C(CO2)=C)C=C1C(=O)OC